2-fluoro-3-(tributylstannyl)pyrazine FC1=NC=CN=C1[Sn](CCCC)(CCCC)CCCC